(1S,2S)-2-(3-chloro-2'-(2-fluoro-3-(1-methylcyclopropane-1-carboxamido)phenyl)-5',6-dimethyl-2-oxo-2H-[1,4'-bipyridin]-4-yl)cyclopropane-1-carboxylic acid ClC=1C(N(C(=CC1[C@@H]1[C@H](C1)C(=O)O)C)C1=CC(=NC=C1C)C1=C(C(=CC=C1)NC(=O)C1(CC1)C)F)=O